6-methoxy-2-(4-(methylsulfonyl)phenyl)-N-(thiophen-2-ylmethyl)pyrimidin-4-amine COC1=CC(=NC(=N1)C1=CC=C(C=C1)S(=O)(=O)C)NCC=1SC=CC1